1-(8-(((5,6-dichloro-1H-benzo[d]imidazol-2-yl)methyl)(4-methoxybenzyl)amino)-3-(trifluoromethyl)imidazo[1,2-b]pyridazin-6-yl)azetidine-3-carboxylic acid ClC1=CC2=C(NC(=N2)CN(C=2C=3N(N=C(C2)N2CC(C2)C(=O)O)C(=CN3)C(F)(F)F)CC3=CC=C(C=C3)OC)C=C1Cl